ClC1=NN(C(=C1CSC1=NOC(C1)(C)C)C1CC1)CC (((3-chloro-5-(cyclopropyl)-1-ethyl-1H-pyrazol-4-yl)methyl)thio)-5,5-dimethyl-4,5-dihydroisoxazole